COC(C)C12CC(CC(N1C(=O)NC1=NC=C(C(=C1)C1=NN3C(C=N1)=CC=C3)C(F)(F)F)C2)C cis-1-(1-methoxyethyl)-3-methyl-N-(4-(pyrrolo[2,1-f][1,2,4]triazin-2-yl)-5-(trifluoromethyl)pyridin-2-yl)-6-azabicyclo[3.1.1]heptane-6-carboxamide